C(C)(C)(C)C1=C(C(=CC(=C1)C(C)(C)C)C1=NC2=C(N1C1=C(C=C(C=C1)C1=C(C=C(C=C1C([2H])([2H])[2H])C([2H])([2H])[2H])C([2H])([2H])[2H])C1=CC=CC=C1)C=CC=C2C2=CC(=CC(=C2)C2=NC=CC(=C2)C2=CC=CC=C2)C(C)(C)C)O 2,4-di-tert-butyl-6-(4-(3-(tert-butyl)-5-(4-phenylpyridin-2-yl)phenyl)-1-(2,4,6-tris(methyl-d3)-[1,1':3',1''-terphenyl]-4'-yl)-1H-benzo[d]imidazol-2-yl)phenol